4-(2-chloro-3,4-dimethoxybenzamido)phenoxycarbamic acid tert-butyl ester C(C)(C)(C)OC(NOC1=CC=C(C=C1)NC(C1=C(C(=C(C=C1)OC)OC)Cl)=O)=O